O=C1N(CC2=CC(=CC=C12)N1C(N(CC1)C1=CC=C(C=C1)C(F)(F)F)=O)C1C(NC(CC1)=O)=O 3-(1-oxo-5-(2-oxo-3-(4-(trifluoromethyl)phenyl)imidazolidin-1-yl)isoindolin-2-yl)piperidine-2,6-dione